FC=1C(=C(C(=C(C1[N+](=O)[O-])F)[N+](=O)[O-])OC)[N+](=O)[O-] 3,5-difluoro-2,4,6-trinitroanisole